(2-aminoethyl)bis(2-methoxyethyl)amine dihydrochloride Cl.Cl.NCCN(CCOC)CCOC